1-(2-(1-methyl-1H-imidazole-5-carbonyl)-2-azaspiro[3.3]heptan-6-yl)-3-(3-(trifluoromethyl)phenyl)urea CN1C=NC=C1C(=O)N1CC2(C1)CC(C2)NC(=O)NC2=CC(=CC=C2)C(F)(F)F